tert-Butyl 6-[(3-fluoro-5-methylsulfonyl-phenyl)methylene]-2-azaspiro[3.3]heptane-2-carboxylate FC=1C=C(C=C(C1)S(=O)(=O)C)C=C1CC2(CN(C2)C(=O)OC(C)(C)C)C1